4-chloro-2-iodo-7-azaindole ClC1=C2C=C(NC2=NC=C1)I